diethyl-aminohydroxybenzoic acid hexyl ester C(CCCCC)OC(C1=C(C(=C(C(=C1)CC)CC)N)O)=O